C(C)(=O)N1CCC1 1-acetylazetidin